C(C)(C)(C)OOC(C(=O)[O-])C1=CC=CC=C1 t-butylperoxyphenylacetate